6-(4-(4-methylpiperazin-1-yl)phenyl)-3-(3-(methylthio)phenyl)furo[3,2-b]pyridine CN1CCN(CC1)C1=CC=C(C=C1)C=1C=C2C(=NC1)C(=CO2)C2=CC(=CC=C2)SC